4-[2-(1,4-dioxaspiro[4.5]dec-8-yl)ethyl]piperidine O1CCOC12CCC(CC2)CCC2CCNCC2